CN(C)C[C@H]1[C@@H](CNCC1)O (3S,4S)-4-[(dimethylamino)methyl]piperidin-3-ol